5-Isopropyl-1,2,6-trimethyl-4-oxo-1,4-dihydropyridine C(C)(C)C=1C(C=C(N(C1C)C)C)=O